ClC1=C(N=CC=2NC[C@@H](N=C(C21)C2=C(C=CC=C2F)F)C)C(F)(F)F (3S)-6-chloro-5-(2,6-difluorophenyl)-3-methyl-7-(trifluoromethyl)-1,3-dihydropyrido[3,4-e][1,4]diazepine